ClC1=CC=C(C=C1)C(CC(=O)OCC)=O ethyl 3-(4-chlorophenyl)-3-oxo-propionate